(2s,4S)-2-((1R,5S,6S)-6-(2,3-Dihydro-1H-inden-5-yl)-3-azabicyclo[3.1.0]hexan-3-carbonyl)-7-oxa-5-azaspiro[3.4]octan-6-on C1CCC2=CC(=CC=C12)C1[C@@H]2CN(C[C@H]12)C(=O)C1CC2(C1)NC(OC2)=O